FC(C(C(C(C(C(F)(F)F)(F)F)(F)F)(F)F)(F)F)(CCS)F 2-(perfluorohexyl)ethanethiol